C1(C=CC=C1)[Ru]C1C=CC=C1 Biscyclopentadienyl-ruthenium